(2S)-1-{[2-(2-methylbiphenyl-3-yl)-1,3-benzooxazol-6-yl]methyl}piperidine-2-carboxylic acid CC1=C(C=CC=C1C=1OC2=C(N1)C=CC(=C2)CN2[C@@H](CCCC2)C(=O)O)C2=CC=CC=C2